C(C)(=O)OC[C@H](NC([C@@H](NC(=O)C=1N=C(SC1)C1CCC(CC1)NC(=O)OC(C)(C)C)COC(C)=O)=O)C(=O)OC Methyl O-acetyl-N-(O-acetyl-N-(2-(4-((tert-butoxycarbonyl)amino)cyclohexyl)thiazole-4-carbonyl)-L-seryl)-L-serinate